FC=1C=C(C=CC1)C[C@@H](C(=O)O)NC(CCCC)=O (S)-3-(3-fluorophenyl)-2-pentanamidopropanoic acid